C(C1=CC=CC=C1)OC1=CC=C(C=C1)C(C1=CC=C(C=C1)O)C1=NC=CC=C1 4-((4-(benzyloxy)phenyl)(pyridin-2-yl)methyl)phenol